(Z)-3-(1-((tert-butyldimethylsilyl)oxy)-2,2,2-trifluoroethyl)-7-(((3S,4R)-3-fluoro-1-methylpiperidin-4-yl)amino)-N'-hydroxybenzo[b]thiophene-2-carboximidamide [Si](C)(C)(C(C)(C)C)OC(C(F)(F)F)C=1C2=C(SC1/C(/N)=N/O)C(=CC=C2)N[C@H]2[C@H](CN(CC2)C)F